ClC1=CC=CC(=N1)CN1N=C2N([C@@H](CCC2)C(=O)N2C[C@H]([C@H](C2)F)F)C1=O (5S)-2-[(6-Chloropyridin-2-yl)methyl]-5-{[(3R,4S)-3,4-difluoropyrrolidin-1-yl]carbonyl}-5,6,7,8-tetrahydro[1,2,4]triazolo[4,3-a]pyridin-3(2H)-one